S(=O)(C1=CC=C(C=C1)N)(=O)NC(=O)C1=CC(=C(C=C1)C)C N-Sulfanilyl-3,4-xylamide